2-(2H-benzotriazol-4-yl)-6-undecyl-4-decylphenol N=1NN=C2C1C=CC=C2C2=C(C(=CC(=C2)CCCCCCCCCC)CCCCCCCCCCC)O